diacetylmolybdenum dioxide C(C)(=O)[Mo](C(C)=O)(=O)=O